(3-iodoimidazo[1,2-a]pyridin-6-yl)(methyl)carbamate IC1=CN=C2N1C=C(C=C2)OC(NC)=O